p-guanidinobenzonitrile N(C(=N)N)C1=CC=C(C#N)C=C1